(3R)-5-bromo-3-[[methyl-[(8S)-5,6,7,8-tetrahydroquinolin-8-yl]amino]methyl]-3,4-dihydro-1H-isoquinoline-2-carboxylate BrC1=C2C[C@@H](N(CC2=CC=C1)C(=O)[O-])CN([C@H]1CCCC=2C=CC=NC12)C